FC=1C=C(C=CC1)C1=NOC(=N1)C(CNC(OCC1=CC=CC=C1)=O)NC(=O)C=1N(N=C(C1)C(F)(F)F)C benzyl N-[2-[3-(3-fluorophenyl)-1,2,4-oxadiazol-5-yl]-2-[[2-methyl-5-(trifluoromethyl)pyrazole-3-carbonyl]amino]ethyl]carbamate